((2S,5R)-5-((N-Ethylsulfamoyl)amino)tetrahydro-2H-pyran-2-yl)methyl 4-methylbenzenesulfonate CC1=CC=C(C=C1)S(=O)(=O)OC[C@H]1OC[C@@H](CC1)NS(NCC)(=O)=O